FC1=CC=C(C=C1)N1C(N(C=C(C1=O)C(=O)OCC)CC#C)=O ethyl 3-(4-fluorophenyl)-1-propargyl-2,4-dioxo-1,2,3,4-tetrahydropyrimidin-5-formate